Cl.N[C@@H]1CN(CC[C@H]1F)C1=NC2=C(N1CC1=NC=C(C#N)C=C1)C=C(C=C2)OC 6-((2-((3R,4R)-3-Amino-4-fluoropiperidin-1-yl)-6-methoxy-1H-benzo[d]imidazol-1-yl)methyl)nicotinonitril-hydrochlorid